COC(C(C=O)C=1OC=C(C1)C1=CC=CC2=C1C=CO2)=O (4-(benzofuran-4-yl)furan-2-yl)-3-oxopropanoic acid methyl ester